C(C)(=O)O[C@H]1CN(C[C@H](C1OC(C)=O)OC(C)=O)CC1=CC=C(C=C1)OCC1CC1 (3S,4r,5R)-1-(4-(cyclopropylmethoxy)benzyl)piperidine-3,4,5-triyl triacetate